tert-butyl-3-(2-(2-(5-carbamoyl-3-(2-(1-ethyl-3-methyl-1H-pyrazol-5-yl)pyrimidin-5-yl)-2-nitrophenoxy)ethoxy)ethoxy)propanoate C(C)(C)(C)OC(CCOCCOCCOC1=C(C(=CC(=C1)C(N)=O)C=1C=NC(=NC1)C1=CC(=NN1CC)C)[N+](=O)[O-])=O